C(C)(C)(C)OC(COC[C@H]1N(CCC1)C(=O)OC(C)(C)C)=O tert-butyl (2S)-2-[(2-tert-butoxy-2-oxoethoxy)methyl]pyrrolidine-1-carboxylate